chloro(dimethyl)dodecylsilane Cl[Si](CCCCCCCCCCCC)(C)C